ClC1=CC=CC=2C(OC(=NC21)C2=CC=C(C=C2)OC)=O 8-chloro-2-(4-methoxyphenyl)-3,1-benzoxazin-4-one